COC1=C(CNCCC=2NC(NN2)=O)C=CC(=C1)OC 5-(2-((2,4-dimethoxybenzyl)amino)ethyl)-2,4-dihydro-3H-1,2,4-triazol-3-one